7-chloroimidazo[1,2-a]pyridine-3-carboxylic acid ClC1=CC=2N(C=C1)C(=CN2)C(=O)O